C1(CCCCC1)N1C=2N(CC(C1)CNC(C=C)=O)N=CC2 N-((4-cyclohexyl-4,5,6,7-tetrahydropyrazolo[1,5-a]pyrimidin-6-yl)methyl)acrylamide